adipic acid, adipate salt C(CCCCC(=O)O)(=O)O.C(CCCCC(=O)O)(=O)O